FC1=C(CC=2NC(=NN2)C(=O)OCC)C=C(C=C1F)F ethyl 5-(2,3,5-trifluorobenzyl)-4H-1,2,4-triazole-3-carboxylate